C1(CCCCC1)C1(C(NC2=C(C=CC=C12)C(F)(F)F)=O)N1CCC(=CC1)B(O)O (1-(3-cyclohexyl-2-oxo-7-(trifluoromethyl)indolin-3-yl)-1,2,3,6-tetrahydro-pyridin-4-yl)boronic acid